bisphenol A ethoxy-2-(hydroxymethyl)acrylate dimethacrylate C(C(=C)C)(=O)O.C(C(=C)C)(=O)O.C(C)OC=C(C(=O)O)CO.OC1=CC=C(C=C1)C(C)(C)C1=CC=C(C=C1)O